tert-Butyl ((1R,4R)-4-((tert-Butyldimethylsilyl)oxy)cyclohexyl)carbamate [Si](C)(C)(C(C)(C)C)OC1CCC(CC1)NC(OC(C)(C)C)=O